O[C@]([C@H](/C=C/[C@@H]([C@H](C=O)\C(\C)=C\C=C\C(C)C1=NC=NC=C1)C)OC(=O)N1CCN(CC1)C1CCCCCC1)(CC[C@@H](CC=O)O)C 4-cycloheptylpiperazine-1-carboxylic acid [(2s,3s,4e,6s,7s,10s)-7,10-dihydroxy-3,7-dimethyl-12-oxo-2-[(2e,4e)-6-pyrimidin-4-ylhept-2,4-dien-2-yl]-1-oxododec-4-en-6-yl] ester